C(C)OC(/C=C/C1=CC=2C(=NC=CC2S1)N([C@H]1CN(CCC1)C(=O)OC(C)(C)C)C(C1=C(C=C(C=C1)C=1N=NN(C1)C)F)=O)=O tert-butyl (3R)-3-[[2-[(E)-3-ethoxy-3-oxo-prop-1-enyl]thieno[3,2-c]pyridin-4-yl]-[2-fluoro-4-(1-methyltriazol-4-yl)benzoyl]amino]piperidine-1-carboxylate